COC1=C(C=C(C=C1)C)[C@]1([C@H](C1)C=1C(=NC=CC1)OC)C(=O)NS(=O)(=O)C=1C=2C=CC(=NC2C=CC1)C (1S,2R)-1-(2-methoxy-5-methylphenyl)-2-(2-methoxypyridin-3-yl)-N-(2-methylquinoline-5-sulfonyl)cyclopropane-1-carboxamide